FC=1C=C(CNC(OC(C)(C)C)=O)C=CC1C#C[Si](C)(C)C Tert-butyl 3-fluoro-4-((trimethylsilyl)ethynyl)benzylcarbamate